CC1=C(C(NC2=NC=CC=C12)=O)C(=O)NC1CCC(CC1)C 4-methyl-N-(4-methylcyclohexyl)-2-oxo-1,8-naphthyridine-3-carboxamide